N[C@H](C(=O)NC1=NC=CC(=C1)[C@@H](C)NC(CCC(F)(F)F)=O)C1CCC(CC1)(F)F N-((R)-1-(2-((S)-2-amino-2-(4,4-difluorocyclohexyl)acetamido)pyridin-4-yl)ethyl)-4,4,4-trifluorobutanamide